5-((6-(azetidin-1-yl)-2-cyclopropyl-3,4-dihydroquinolin-1(2H)-yl)sulfonyl)-2-((tetrahydro-2H-pyran-4-yl)methoxy)benzoic acid methyl ester COC(C1=C(C=CC(=C1)S(=O)(=O)N1C(CCC2=CC(=CC=C12)N1CCC1)C1CC1)OCC1CCOCC1)=O